BrC=1C=CC(=NC1)N1C(CNC2(CC2)C1)=O 7-(5-bromopyridin-2-yl)-4,7-diazaspiro[2.5]octan-6-one